6-(2,6-dichlorophenyl)-2-((6-(2-(4-(2-hydroxyethyl)piperazin-1-yl)ethoxy)pyridazin-3-yl)amino)-8-methylpyrido[2,3-d]pyrimidin-7(8H)-one ClC1=C(C(=CC=C1)Cl)C1=CC2=C(N=C(N=C2)NC=2N=NC(=CC2)OCCN2CCN(CC2)CCO)N(C1=O)C